4-Amino-2-chlorophenyl-sulfuryl fluoride NC1=CC(=C(C=C1)S(=O)(=O)F)Cl